BrC=1C=C(C=C2CCCN(C12)C1CN(CCC1)C(=O)OC(C)(C)C)Cl tert-butyl 3-(8-bromo-6-chloro-3,4-dihydro-2H-quinolin-1-yl)piperidine-1-carboxylate